CC1=C(CC2CC3(CN(C3)C=O)C2)C(=CC=C1)C(F)(F)F (6-(2-methyl-6-(trifluoromethyl)benzyl)-2-azaspiro[3.3]heptan-2-yl)methanone